1-methyl-4-(2-tricyclo[9.4.0.03,8]pentadeca-1(15),3,5,7,9,11,13-heptaenylidene)piperidine CN1CCC(CC1)=C1C2=CC=CC=C2C=CC2=CC=CC=C12